N-allyl-5-((2-amino-3-fluoropyridin-4-yl)methyl)-3,4-difluoro-2-((2-fluoro-4-formylphenyl)amino)benzamide C(C=C)NC(C1=C(C(=C(C(=C1)CC1=C(C(=NC=C1)N)F)F)F)NC1=C(C=C(C=C1)C=O)F)=O